[2,6-difluoro-4-[3-(2,2,2-trifluoro-1-methyl-ethoxy)azetidin-1-yl]phenyl]-[4-(5-methyloxazolo[4,5-b]pyridin-2-yl)piperazin-1-yl]methanone FC1=C(C(=CC(=C1)N1CC(C1)OC(C(F)(F)F)C)F)C(=O)N1CCN(CC1)C=1OC=2C(=NC(=CC2)C)N1